6'-(((1S,3S)-3-((5,6-Dimethylpyrazin-2-yl)amino)cyclopentyl)amino)-5-(1H-tetrazol-5-yl)-2H-[1,3'-bipyridin]-2-one CC=1N=CC(=NC1C)N[C@@H]1C[C@H](CC1)NC1=CC=C(C=N1)N1C(C=CC(=C1)C1=NN=NN1)=O